(E)-2-hydroxy-5-(2-(6-methylpyridin-3-yl)vinyl)benzaldehyde OC1=C(C=O)C=C(C=C1)\C=C\C=1C=NC(=CC1)C